ClC=1C=C(C=C(C1)F)C(=O)C1=CC=C(C=C1)C1=CC=CC2=CC=CC=C12 (3-chloro-5-fluorophenyl)(4-(naphthalene-1-yl)phenyl)formaldehyde